dimethyloxiran CC1C(O1)C